C1(=CC(=CC=C1)[C@H](CC(=O)OCC)NC(=O)NC=1C(N(C=CC1O)C)=O)C1=CC=CC=C1 Ethyl (S)-3-(Biphenyl-3-yl)-3-(3-(4-hydroxy-1-methyl-2-oxo-1,2-dihydropyridin-3-yl)ureido)propanoat